(2H,2'H-[4,4'-Bi-1,3-benzodioxole]-5,5'-diyl)bis(diphenylphosphane) O1COC2=C1C=CC(=C2C2=C(C=CC=1OCOC12)P(C1=CC=CC=C1)C1=CC=CC=C1)P(C1=CC=CC=C1)C1=CC=CC=C1